N-(3-chloro-5-fluoro-4-iodopyridin-2-yl)-3-fluoropropane-1-sulfonamide ClC=1C(=NC=C(C1I)F)NS(=O)(=O)CCCF